(Z)-1-bromo-8,8-dimethyl-10-pentadecyl-7,9,11-trioxa-8-silanonacos-20-ene BrCCCCCCO[Si](OC(OCCCCCCCC\C=C/CCCCCCCC)CCCCCCCCCCCCCCC)(C)C